3-(((4-chlorophenyl)sulfonyl)methyl)chromen-4-one ClC1=CC=C(C=C1)S(=O)(=O)CC1=COC2=CC=CC=C2C1=O